FC1(CN(CC(C1(F)F)(F)F)C([C@H](CC(=O)O)NC)=O)F (3S)-4-(3,3,4,4,5,5-Hexafluoro-1-piperidyl)-3-(methylamino)-4-oxo-butanoic acid